3-(3-(4-(tert-butoxycarbonyl)phenyl)bicyclo[1.1.1]pentan-1-yl)propanoic acid C(C)(C)(C)OC(=O)C1=CC=C(C=C1)C12CC(C1)(C2)CCC(=O)O